C(C)[Si](C(C(=O)OCCCCCCCCCC)C)(CC)CC decyl α-triethylsilylpropionate